COC(=O)C=1C=CC2=C(N=C(O2)C2=NC(=CC(=C2)C2=C(C=C(C=C2)Cl)C2=NN=CN2C)C2CC2)C1 2-{4-[4-chloro-2-(4-methyl-1,2,4-triazol-3-yl)phenyl]-6-cyclopropylpyridin-2-yl}-1,3-benzoxazole-5-carboxylic acid methyl ester